2-(4-quinolinyl)-2-methyl-4-trimethylsiloxy-5-amino-3(2H)-furanone N1=CC=C(C2=CC=CC=C12)C1(OC(=C(C1=O)O[Si](C)(C)C)N)C